benzyl 2-(bis(tert-butoxycarbonyl) amino)-4-hydroxy-5-methoxyvalerate C(C)(C)(C)OC(=O)N(C(C(=O)OCC1=CC=CC=C1)CC(COC)O)C(=O)OC(C)(C)C